4-ETHOXY-N-METHYL-N-ISOPROPYLTRYPTAMINE C(C)OC=1C=CC=C2NC=C(CCN(C(C)C)C)C12